C1(CCCCC1)C12CNCC(CC1)N2C(=O)N cyclohexyl-3,8-diazabicyclo[3.2.1]octane-8-carboxamide